FC=1C=C(C=CC1)C1=NC2=CC=C3C(=C2C=2CCCCC12)C=CN3 7-(3-fluorophenyl)-8,9,10,11-tetrahydro-3H-pyrrolo[3,2-a]phenanthridine